N-(5-(5-(difluoromethyl)-1,2,4-oxadiazol-3-yl)-2,3-dihydro-1H-inden-1-yl)-4-methyloxazole-5-carboxamide FC(C1=NC(=NO1)C=1C=C2CCC(C2=CC1)NC(=O)C1=C(N=CO1)C)F